3-tert-butyl-1-(1-{[2-cyano-5-(trifluoromethyl)phenyl]methyl}-2-oxo-3,4-dihydroquinolin-6-yl)urea C(C)(C)(C)NC(NC=1C=C2CCC(N(C2=CC1)CC1=C(C=CC(=C1)C(F)(F)F)C#N)=O)=O